FC1=C(C=C(C=C1)C=1C(=NOC1C)C)[N+](=O)[O-] 4-(4-fluoro-3-nitrophenyl)-3,5-dimethylisoxazole